(4-(Difluoromethyl)-2-hydroxy-6-(pyridin-2-ylmethoxy)phenyl)(5-((1-methylpiperidin-4-yl)oxy)isoindolin-2-yl)methanone FC(C1=CC(=C(C(=C1)OCC1=NC=CC=C1)C(=O)N1CC2=CC=C(C=C2C1)OC1CCN(CC1)C)O)F